[6-(hydroxymethyl)spiro[3.3]heptan-2-yl] 4-[2-[3-(4-amino-1-isopropyl-pyrazolo[3,4-d]pyrimidin-3-yl)-5-cyclopropyl-isoxazol-4-yl]-4-methyl-pyrimidin-5-yl]piperidine-1-carboxylate NC1=C2C(=NC=N1)N(N=C2C2=NOC(=C2C2=NC=C(C(=N2)C)C2CCN(CC2)C(=O)OC2CC1(C2)CC(C1)CO)C1CC1)C(C)C